C=1(C(=CC=CC1)C(=O)N=C=NC1=CC=CC=C1)C N-toluoyl-N'-phenylcarbodiimide